2-(2-chloro-6-fluorophenyl)-7-(4-ethyl-3-(hydroxymethyl)-5-oxo-4,5-dihydro-1H-1,2,4-triazol-1-yl)-6-methoxy-4-(prop-1-en-2-yl)phthalazin-1(2H)-one ClC1=C(C(=CC=C1)F)N1C(C2=CC(=C(C=C2C(=N1)C(=C)C)OC)N1N=C(N(C1=O)CC)CO)=O